CN1C(C(=C(C=C1)C(=O)OC)C(=O)OC)=O dimethyl 1-methyl-2-oxo-1,2-dihydropyridine-3,4-dicarboxylate